C(C)(C)(C)C=1C=C(C=C(C1O)C)CCC(=O)[O-] 3-(3-t-Butyl-4-hydroxy-5-methylphenyl)propionate